ClC1=C(C=CC=C1)N1CCC(CC1)CN1C(C(=C(C2=CC=CC=C12)O)C(=O)NCC(=O)O)=O (1-((1-(2-chlorophenyl)piperidin-4-yl)methyl)-4-hydroxy-2-oxo-1,2-dihydroquinoline-3-carboxamido)acetic acid